3-Butyl-2-methyl-5-oxopyrrolidine-1-carboxylic Acid tert-Butyl Ester C(C)(C)(C)OC(=O)N1C(C(CC1=O)CCCC)C